2-(4-iodopyrazol-1-yl)acetic acid ethyl ester C(C)OC(CN1N=CC(=C1)I)=O